4-hydroxy-2,5-dimethylfuran-3(2H)-one OC=1C(C(OC1C)C)=O